FC=1C=C(C=CC1)CC(C)=O 3-fluorophenylacetone